N,N-dimethyl-1-[(1S,2R)-2-octylcyclopropyl]heptadecane-8-amine CN(C(CCCCCCC[C@@H]1[C@@H](C1)CCCCCCCC)CCCCCCCCC)C